C(=O)O.CN1N=CC(=C1)C1=C2C(=NC=C1)C(=CN2)NC2=NC1=C(N2)C=CC(=C1)OC1=CC=CC=C1 N-[7-(1-methyl-1H-pyrazol-4-yl)-1H-pyrrolo[3,2-b]pyridin-3-yl]-5-phenoxy-1H-benzo[d]imidazole-2-amine formate